1-((1-(1H-1,2,4-triazole-1-carbonyl)azetidin-3-yl)methyl)-5-amino-3-(4-((5-fluoro-2-methoxybenzamido)methyl)phenyl)-1H-pyrazole-4-carboxamide N1(N=CN=C1)C(=O)N1CC(C1)CN1N=C(C(=C1N)C(=O)N)C1=CC=C(C=C1)CNC(C1=C(C=CC(=C1)F)OC)=O